2-(((tert-butoxycarbonyl)amino)ethyl)-7-methyl-1H-indole-1-carboxylic acid tert-butyl ester C(C)(C)(C)OC(=O)N1C(=CC2=CC=CC(=C12)C)CCNC(=O)OC(C)(C)C